CC1=C(N=C2N(C1=O)C=C(C=C2[C@@H](C)NC2=C(C(=O)O)C=CC=C2)C)N2CCN(CC2)C2=CC(=CC=C2)C(F)(F)F (R)-2-((1-(3,7-dimethyl-4-oxo-2-(4-(3-(trifluoromethyl)phenyl)piperazin-1-yl)-4H-pyrido[1,2-a]pyrimidin-9-yl)ethyl)amino)benzoic acid